C(C=C)(=O)OCCC[Si](C)(C)O[Si](C)(C)C=C acryloxypropyl-(vinyldimethylsiloxy)dimethylsilane